tert-butyl 4-(2-bromo-4-(2-((2-chloro-4-(trifluoromethyl)phenyl)amino)-1,1-difluoro-2-oxoethyl)-5-ethyl-7-oxo-4,7-dihydro-[1,2,4]triazolo[1,5-a]pyrimidin-6-yl)piperazine-1-carboxylate BrC1=NN2C(N(C(=C(C2=O)N2CCN(CC2)C(=O)OC(C)(C)C)CC)C(C(=O)NC2=C(C=C(C=C2)C(F)(F)F)Cl)(F)F)=N1